P(OCCCCCCCCCCC)(OCCCCCCCCCCC)(OCCCCCCCCCCC)=S tri(undecyl) phosphorothioate